[4-(6-Chloro-pyridin-2-yl)-6-isopropylamino-[1,3,5]triazin-2-ylamino]-N-cyclopropylmethyl-benzenesulfonamide ClC1=CC=CC(=N1)C1=NC(=NC(=N1)NC(C)C)NC1=C(C=CC=C1)S(=O)(=O)NCC1CC1